1-(difluoro(2-(trifluoromethyl)-phenyl)methyl)-4-((3-fluoro-6-((5-methyl-1H-pyrazol-3-yl)amino)-pyridin-2-yl)methyl)piperidine FC(N1CCC(CC1)CC1=NC(=CC=C1F)NC1=NNC(=C1)C)(C1=C(C=CC=C1)C(F)(F)F)F